2-(8-methylimidazo[1,2-a]pyridin-3-yl)-N-(5-(trifluoromethyl)thiazol-2-yl)acetamide CC=1C=2N(C=CC1)C(=CN2)CC(=O)NC=2SC(=CN2)C(F)(F)F